6-[5-[[1-[2-(aminomethyl)-3,3-difluoro-allyl]-5-oxo-1,2,4-triazol-4-yl]methyl]-2-thienyl]-1,4-dihydro-3,1-benzoxazin-2-one NCC(CN1N=CN(C1=O)CC1=CC=C(S1)C=1C=CC2=C(COC(N2)=O)C1)=C(F)F